C(C)C1=CC=C(OC2=NC=C(C(=O)NC)C=C2F)C=C1 6-(4-ethylphenoxy)-5-fluoro-N-methylnicotinamide